3-(benzyloxy)-3-(trifluoromethyl)tetrahydro-4H-pyran-4-one C(C1=CC=CC=C1)OC1(COCCC1=O)C(F)(F)F